methyl (S)-3-((tert-butoxycarbonyl)amino)-3-(3-(2-carbamoyl-6-(trifluoromethoxy)-1H-indol-1-yl)phenyl)propanoate C(C)(C)(C)OC(=O)N[C@@H](CC(=O)OC)C1=CC(=CC=C1)N1C(=CC2=CC=C(C=C12)OC(F)(F)F)C(N)=O